Glycidyl-Glycerol C(C1CO1)C(O)C(O)CO